1-benzyl-4-fluoro-1H-pyrazole-5-carboxylic acid C(C1=CC=CC=C1)N1N=CC(=C1C(=O)O)F